allyl-terpyridine Ethyl-6-(2-{[7-(5-methyl-1,2,4-oxadiazol-3-yl)isoquinolin-1-yl]amino}ethyl)-5-oxo-5H,6H,7H-pyrrolo[3,4-b]pyridine-3-carboxylate C(C)OC(=O)C=1C=C2C(=NC1)CN(C2=O)CCNC2=NC=CC1=CC=C(C=C21)C2=NOC(=N2)C.C(C=C)C=2C(=NC=CC2)C2=NC=CC=C2C2=NC=CC=C2